Cl.F[C@H]1[C@@H](C1)C=O ((1S,2R)-2-fluorocyclopropyl)methanone hydrochloride